(S)-1-(azetidin-2-ylmethyl)-2-(4-(6-((4-cyano-2-fluorobenzyl)oxy)pyridin-2-yl)-2-fluorobenzyl)-1H-benzo[d]imidazole-6-carboxylic acid methyl ester COC(=O)C=1C=CC2=C(N(C(=N2)CC2=C(C=C(C=C2)C2=NC(=CC=C2)OCC2=C(C=C(C=C2)C#N)F)F)C[C@H]2NCC2)C1